(S)-1-(2,6-difluorophenyl)ethan-1-ol FC1=C(C(=CC=C1)F)[C@H](C)O